C(C)CC(CC(=O)[O-])=O.C(CCC)CC(CC(=O)[O-])=O.C(CCC)CC(CC(=O)[O-])=O.[Al+3] aluminum bis(butylacetoacetate) mono(ethylacetoacetate)